FC1(CC(C1)NN1C(C(=CC2=CC=C(N=C12)C(F)(F)F)C#N)=O)C ((cis)-3-fluoro-(3-methylcyclobutyl)amino)-2-oxo-7-(trifluoromethyl)-1,2-dihydro-1,8-naphthyridine-3-carbonitrile